N1N=CC2=C1C=NCC2 4,5-dihydro-1H-pyrazolo[3,4-c]pyridin